C(C1=CC=CC=C1)OC[C@@H](CS)N1C(C2=CC=CC=C2C1)=O (S)-2-(1-(benzyloxy)-3-mercaptopropan-2-yl)isoindolin-1-one